BrC=1C(=NC(=NC1OC)NS(=O)(=O)C1=CNC2=CC(=CC=C12)Cl)CC#N N-[5-bromo-4-(cyanomethyl)-6-methoxy-pyrimidin-2-yl]-6-chloro-1H-indole-3-sulfonamide